(R)-1-(4-(1-(2-methyl-1H-imidazol-1-yl)ethyl)phenyl)-3-(pyridin-2-yl)urea CC=1N(C=CN1)[C@H](C)C1=CC=C(C=C1)NC(=O)NC1=NC=CC=C1